CC1=C(NC=C1)C(=O)NC(C)C1=NNC=N1 3-methyl-N-[1-(1H-1,2,4-triazol-3-yl)ethyl]-1H-pyrrole-2-carboxamide